FC(C(C(C(C(C(F)F)(F)F)(F)F)(F)F)(F)F)(F)F 1,1,1,2,2,3,3,4,4,5,5,6,6-tridecaFluorohexane